methyl 4-(benzyloxy)-3-bromo-2-hydroxy-6-methylbenzoate C(C1=CC=CC=C1)OC1=C(C(=C(C(=O)OC)C(=C1)C)O)Br